(8-methyl-2,3-dihydro-1H-pyrido[2,3-b][1,4]oxazin-7-yl)-N-(2-methylisoindolin-5-yl)-5,6,7,8-tetrahydropyrido[3,4-d]pyrimidin-2-amine CC1=C(C=NC=2OCCNC21)C=2C1=C(N=C(N2)NC=2C=C3CN(CC3=CC2)C)CNCC1